NC=1C=2N(C=CN1)C(=NC2C2=CC(=C(C(=O)NC1=NC=CC=C1)C=C2)OC)C=2CCCN2 4-[8-amino-3-(3,4-dihydro-2H-pyrrol-5-yl)imidazo[1,5-a]pyrazin-1-yl]-2-methoxy-N-(2-pyridyl)benzamide